ClC=1C=C(C=2N(N1)C(=CN2)C=2N=NN(C2)C(C)C)N(C)CC2=CC=C(C=C2)OC 6-chloro-3-(1-isopropyl-1,2,3-triazol-4-yl)-N-[(4-methoxyphenyl)methyl]-N-methylimidazo[1,2-b]pyridazin-8-amine